4'-(3-((3R,4R)-4-fluoropyrrolidin-3-yl)-2-oxo-2,3-dihydro-1H-imidazo[4,5-b]pyridin-1-yl)-[1,1'-biphenyl]-4-carboxylic acid methyl ester hydrochloride Cl.COC(=O)C1=CC=C(C=C1)C1=CC=C(C=C1)N1C(N(C2=NC=CC=C21)[C@@H]2CNC[C@H]2F)=O